CC1(CC=2C(=C(C3=C(SC4=C3N=CNC4=O)N2)COC2=CC=CC=C2)CO1)C 8,8-Dimethyl-11-(phenoxymethyl)-7,10-dihydro-8H-pyrano[3'',4'':5',6']pyrido[3',2':4,5]thieno[3,2-d]pyrimidin-4(3H)-one